2-[tert-butyl-(methyl)silyl]oxy-N-methyl-ethylamine C(C)(C)(C)[SiH](OCCNC)C